S1C2=C(C=C1)C(=CC=C2)N2CCN(CC2)CCC2(CCC(CC2)N)F 4-(2-(4-(benzo[b]thiophen-4-yl)piperazin-1-yl)ethyl)-4-fluorocyclohexane-1-amine